ClC=1C(=C(C=CC1)S(=O)(=O)NC1=C(C=C(C=C1)C1=NC(=C2C(=N1)NN=C2C)NCCN(C)CCO)Cl)F chloro-N-{2-chloro-4-[4-({2-[(2-hydroxyethyl)(methyl)amino]ethyl}amino)-3-methyl-1H-pyrazolo[3,4-d]pyrimidin-6-yl]phenyl}-2-fluorobenzenesulfonamide